ClC1=CC=C2C=CC(=CC2=C1)OCC(=O)O 2-((7-chloronaphthalen-2-yl)oxy)acetic acid